ClC1=CC=C(C(=C1)C1=CC=C(C=C1)C(F)(F)F)C(=O)O 5-chloro-4'-(trifluoromethyl)[1,1'-biphenyl]-2-carboxylic acid